C(#N)C1=C(C=CC=C1)N1N=C(C=C1)C(=O)O 1-(2-cyanophenyl)-1H-pyrazole-3-carboxylic acid